cis-tert-butyl 1-((S)-1-hydroxypropyl)-3-methyl-6-azabicyclo[3.1.1]heptane-6-carboxylate O[C@@H](CC)C12CC(CC(N1C(=O)OC(C)(C)C)C2)C